C1(=CC=CC=C1)C=1C=C(C=C(C1)C1=CC=CC=C1)C1=CC=CC=C1 3,5-diphenyl-biphenyl